N1CC(C1)OCCNC(OC(C)(C)C)=O tert-Butyl (2-(azetidin-3-yloxy)ethyl)carbamate